ClC=1C=C(C=CC1Cl)CNC=1NC(C2=C(N1)C=NN2CC2N(CCC2)C(=O)OC(C)(C)C)=O tert-butyl 2-[[5-[(3,4-dichlorophenyl) methylamino]-7-oxo-6H-pyrazolo[4,3-d]pyrimidin-1-yl] methyl]pyrrolidine-1-carboxylate